1-(2,3-dichlorobenzoyl)-4-[5-fluoro-6-(5-methyl-1H-pyrazol-3-ylamino)pyridin-2-yl]methyl-4-piperidinecarboxylic acid ClC1=C(C(=O)N2CCC(CC2)(C(=O)O)CC2=NC(=C(C=C2)F)NC2=NNC(=C2)C)C=CC=C1Cl